NCC(C1=CC=C(C=C1)CO)C1=NC=CC2=CC(=CC=C12)C(=O)N 2-amino-1-(4-(hydroxymethyl)phenyl)ethyl-isoquinoline-6-carboxamide